OCC1NCCN(CC1)C(=O)OC(C)(C)C tert-butyl 5-(hydroxymethyl)-1,4-diazacycloheptane-1-carboxylate